N-[(4-cyclopropyl-3-fluorophenyl)(phenyl)methyl]-4-fluoro-1-[3-(5-oxo-4,5-dihydro-1H-1,2,4-triazol-3-yl)propionyl]pyrrolidine-2-carboxamide C1(CC1)C1=C(C=C(C=C1)C(NC(=O)C1N(CC(C1)F)C(CCC1=NNC(N1)=O)=O)C1=CC=CC=C1)F